europium(II) oxide [O-2].[Eu+2]